ClC1=CC(=C2C=NNC2=C1)C1(C[C@H]2C([C@H]2C1)NS(=O)(=O)C1CCCC1)O N-((1R,3r,5S,6r)-3-(6-chloro-1H-indazol-4-yl)-3-hydroxybicyclo[3.1.0]hexan-6-yl)cyclopentanesulfonamide